5-(4-bromophenyl)-3-phenylisoxazole BrC1=CC=C(C=C1)C1=CC(=NO1)C1=CC=CC=C1